3-[(4-bromo-3-fluoro-2-methyl-phenyl)methylene]azetidine-1-carboxylic acid tert-butyl ester C(C)(C)(C)OC(=O)N1CC(C1)=CC1=C(C(=C(C=C1)Br)F)C